(5-chloro-1-methyl-1H-pyrazolo[4,3-b]pyridin-7-yl)methanol ClC1=CC(=C2C(=N1)C=NN2C)CO